perfluoro-2-methyl-3-oxahexanoic acid FC(C(=O)O)(OC(C(C(F)(F)F)(F)F)(F)F)C(F)(F)F